O1CC=CC2=C1C=CC=C2 [1]-benzopyran